3,3-dimethyl-azetidine hydrochloride Cl.CC1(CNC1)C